tert-butyl (4-(4-bromo-2,3-difluorophenyl)-4-oxobutyl)carbamate BrC1=C(C(=C(C=C1)C(CCCNC(OC(C)(C)C)=O)=O)F)F